5-isopropoxy-3-(4,4,5,5-tetramethyl-1,3,2-dioxaborolan-2-yl)-1-trityl-pyrazolo[3,4-c]pyridine C(C)(C)OC=1C=C2C(=CN1)N(N=C2B2OC(C(O2)(C)C)(C)C)C(C2=CC=CC=C2)(C2=CC=CC=C2)C2=CC=CC=C2